(6-bromo-4-methylbenzimidazol-2-yl)-N-methylamine BrC=1C=C(C2=C(N=C(N2)NC)C1)C